2-(4-((2-((2-amino-5-bromo-1H-benzo[d]imidazol-1-yl)methyl)phenoxy)methyl)-2-ethylphenoxy)acetic acid NC1=NC2=C(N1CC1=C(OCC3=CC(=C(OCC(=O)O)C=C3)CC)C=CC=C1)C=CC(=C2)Br